FC1(C(C1)C=1N2C(SC1)=NC(=C2)C(=O)N[C@@H]2C(N(C1=C(OC2)C=CC(=C1)C#CC(C)(C)O)C)=O)F 3-(2,2-difluorocyclopropyl)-N-((S)-7-(3-hydroxy-3-methylbut-1-yn-1-yl)-5-methyl-4-Oxo-2,3,4,5-tetrahydrobenzo[b][1,4]oxazepine-3-yl)imidazo[2,1-b]thiazole-6-carboxamide